C=12C3=CC=CC4=C3C(=CC=C3C=CC=CC=C43)CC1C2 methanonaphtho[1,8-ab]heptalen